N-tert-Butyl-4-[[2-(4-chloro-1H-indazol-6-yl)acetyl]amino]pyridine-2-carboxamide C(C)(C)(C)NC(=O)C1=NC=CC(=C1)NC(CC1=CC(=C2C=NNC2=C1)Cl)=O